(R)-(3-(6-Chlorobenzo[d]thiazol-2-yl)-8-methyl-5,6-dihydro-[1,2,4]triazolo[4,3-a]pyrazin-7(8H)-yl)(4-chlorophenyl-3-d)methanone ClC1=CC2=C(N=C(S2)C2=NN=C3N2CCN([C@@H]3C)C(=O)C3=CC(=C(C=C3)Cl)[2H])C=C1